tert-Butyl 2-{3-bromo-5-oxo-5H,6H,7H-pyrrolo[3,4-b]pyridin-6-yl}acetate BrC=1C=C2C(=NC1)CN(C2=O)CC(=O)OC(C)(C)C